FC=1C=C(CC=2N(C=3C(=C4CC[C@@H](N(C4=CC3)C(=O)OC)C)N2)C2CCCCC2)C=C(C1)OC (1R,3R)-3-((S)-2-(3-Fluoro-5-methoxybenzyl)-6-(methoxycarbonyl)-7-methyl-6,7,8,9-tetrahydro-3H-imidazo[4,5-f]chinolin-3-yl)cyclohexan